C(C)(=O)C1=C(C(=CC=C1)OC)NC(C(Cl)(Cl)Cl)=O N-(2-acetyl-6-methoxyphenyl)-2,2,2-trichloroacetamide